OCCCCCCCCCCCCOC1=CC2=C(C=N1)C=C(C(O2)=O)C2=CC=CC=C2 7-[(12-hydroxydodecyl)oxy]-3-phenyl-2H-pyrano[3,2-c]pyridin-2-one